6-((2-(2,6-dioxopiperidin-3-yl)-1,3-dioxoisoindoline-4-yl)thio)hexanoic acid O=C1NC(CCC1N1C(C2=CC=CC(=C2C1=O)SCCCCCC(=O)O)=O)=O